C(CCCCC)OC(C1=C(C=CC=C1)C(C1=C(C=C(C=C1)N(CC)CC)O)=O)=O 2-(4-diethylamino-2-hydroxybenzoyl)benzoic acid hexyl ester